ONC(CCCCCNC(C1=CC=C(C=C1)NC1=NC2=CC=CC=C2C(N1)=O)=O)=O N-(6-(hydroxyamino)-6-oxohexyl)-4-((4-oxo-3,4-dihydroquinazolin-2-yl)amino)benzamide